N,N'-bis(3,5-difluorophenyl)thiourea FC=1C=C(C=C(C1)F)NC(=S)NC1=CC(=CC(=C1)F)F